2-(2-chlorophenyl)-5-amino-4-hydroxy-3(2H)-furanone ClC1=C(C=CC=C1)C1OC(=C(C1=O)O)N